CC=1C=C(C=CC1OC1=CC2=C(N(C=N2)C)C=C1)NC=1C2=C(N=CN1)C=NC(=C2)OC2CC1CCC(C2)N1C(C=C)=O 1-(3-((4-((3-Methyl-4-((1-methyl-1H-benzo[d]imidazol-5-yl)oxy)phenyl)amino)pyrido[3,4-d]pyrimidin-6-yl)oxy)-8-azabicyclo[3.2.1]octan-8-yl)prop-2-en-1-one